CC1=NC(=CC=C1C1CN(CC(C1)=O)C(=O)OC(C)(C)C)C=1N=NN(C1COC1OCCCC1)C tert-butyl 3-(2-methyl-6-{1-methyl-5-[(oxan-2-yloxy)methyl]-1H-1,2,3-triazol-4-yl}pyridin-3-yl)-5-oxopiperidine-1-carboxylate